2-(2-(cyclopropanesulfonamido)thiazol-4-yl)-N-(4-(5-(hydroxymethyl)pyridin-3-yl)phenyl)acetamide C1(CC1)S(=O)(=O)NC=1SC=C(N1)CC(=O)NC1=CC=C(C=C1)C=1C=NC=C(C1)CO